4-(2-(7,8-dimethyl-[1,2,4]triazolo[4,3-a]pyridin-6-yl)-3-isopropyl-1H-indol-5-yl)-2,6-dimethyl-5,6-dihydropyridine-1(2H)-carboxylic acid tert-butyl ester C(C)(C)(C)OC(=O)N1C(C=C(CC1C)C=1C=C2C(=C(NC2=CC1)C=1C(=C(C=2N(C1)C=NN2)C)C)C(C)C)C